NC1=C(SC=2N=C(SC21)C)C(=O)NC2CC=1C=CC(=NC1CC2)N2CC(C(C2)NC)OC 6-amino-N-{2-[3-methoxy-4-(methylamino)pyrrolidin-1-yl]-5,6,7,8-tetrahydroquinolin-6-yl}-2-methylthieno[2,3-d][1,3]thiazole-5-carboxamide